C12CN(CC(CC1)N2)C2=NC(=NC1=C(C(=C(C=C21)Cl)C=2C=CC=C1C=C(C(=NC21)N)F)F)OC[C@]21CCCN1C[C@@H](C2)F 8-(4-(3,8-diazabicyclo-[3.2.1]octan-3-yl)-6-chloro-8-fluoro-2-(((2R,7aS)-2-fluorotetrahydro-1H-pyrrolizin-7a(5H)-yl)methoxy)-quinazolin-7-yl)-3-fluoro-quinolin-2-amine